C(C)(=O)N1CC(C2=NC(=CC=C21)C(=O)N2C(CN(CC2)C2=NC(=C(C(=O)OC)C(=C2)C)C)(C)C)(C)C methyl 6-(4-(1-acetyl-3,3-dimethyl-2,3-dihydro-1H-pyrrolo[3,2-b]pyridine-5-carbonyl)-3,3-dimethylpiperazin-1-yl)-2,4-dimethylnicotinate